C1(CCCCC1)N1CCOCC1 N-Cyclohexyl-morpholin